2,3-Dimercapto-1,3,4-thiadiazol SC1SC=NN1S